O[C@@]1(CC[C@@H]2[C@H]3CC[C@]4([C@H]([C@@H]3CC[C@@H]2C1)CCCC[C@H]4C(C)=O)C)C 1-((2R,4aS,4bR,6aS,7R,11aS,11bR,13aR)-2-hydroxy-2,6a-dimethyloctadecahydro-1H-cyclohepta[a]phenanthren-7-yl)ethan-1-one